NC(CNC(=O)C1=NC(=CN=C1)C=1NC2=CC(=CC=C2C1)C)(C)C N-(2-amino-2-methylpropyl)-6-(6-methyl-1H-indol-2-yl)pyrazine-2-carboxamide